CC1=CC(=CC2=C1C=CC(=C2C(=O)SCCNC(=O)CCNC(=O)[C@@H](C(C)(C)COP(=O)([O-])OP(=O)([O-])OC[C@@H]3[C@H]([C@H]([C@@H](O3)N4C=NC5=C(N=CN=C54)N)O)OP(=O)([O-])[O-])O)O)OC The molecule is an acyl-CoA(4-) arising from deprotonation of the phosphate and diphosphate OH groups of 2-hydroxy-7-methoxy-5-methyl-1-naphthoyl-CoA; major species at pH 7.3. It is a conjugate base of a 2-hydroxy-7-methoxy-5-methyl-1-naphthoyl-CoA.